C(C)(C)(C)OC(=O)N1CCC2(CC1)OCC(C1=C2C=C(S1)Cl)(C)C.CS(=O)(=O)C1=C(N=NC=C1)C(=O)N 4-(methylsulfonyl)pyridazine-3-carboxamide tert-butyl-2-chloro-7,7-dimethyl-spiro[6H-thieno[3,2-c]pyran-4,4'-piperidine]-1'-carboxylate